(S)-1-([2,4'-bipyridine]-3-carbonyl)-4-(1-(4-(trifluoromethyl)phenyl)ethyl)piperidine-4-carbonitrile N1=C(C(=CC=C1)C(=O)N1CCC(CC1)(C#N)[C@@H](C)C1=CC=C(C=C1)C(F)(F)F)C1=CC=NC=C1